3-(5-ethyl-4-hydroxypyrimidin-2-yl)pyrrolidine-1-carboxylic acid tert-butyl ester C(C)(C)(C)OC(=O)N1CC(CC1)C1=NC=C(C(=N1)O)CC